O=C1NC(CCC1N1C(C2=CC=C(C=C2C1=O)N(C)[C@H]1[C@H](CCCC1)N1CC(C1)OCC)=O)=O 2-(2,6-dioxopiperidin-3-yl)-5-(((1R,2S)-2-(3-ethoxyazetidin-1-yl)cyclohexyl)(methyl)amino)isoindoline-1,3-dione